NC[C@@]1([C@@H]2CCN(C[C@H]12)C1=CN=C2C(=N1)NN=C2C2=C1C=CC=NC1=C(C=C2)C(C)O)C2=NOC(=C2)C 1-(5-(6-((1S,6R,7S)-7-(aminomethyl)-7-(5-methylisoxazol-3-yl)-3-azabicyclo[4.1.0]heptan-3-yl)-1H-pyrazolo[3,4-b]pyrazin-3-yl)quinolin-8-yl)ethan-1-ol